ClC1=C2CCN(C(C2=CC(=C1C(=O)O)Cl)=O)CC1=CC(=CC=C1)Cl 5,7-dichloro-2-(3-chlorobenzyl)-1-oxo-1,2,3,4-tetrahydroisoquinoline-6-carboxylic acid